N1=CC=C(C=C1)C1=NOC(=N1)C=1C=CC(N(C1)CC1=C(C=CC=C1)C(F)(F)F)=O 5-(3-(pyridin-4-yl)-1,2,4-oxadiazol-5-yl)-1-(2-(trifluoromethyl)benzyl)pyridin-2(1H)-one